7-Amino-8-(2-fluoro-5-hydroxyphenyl)quinoxaline-6-carboxamide NC1=C(C=C2N=CC=NC2=C1C1=C(C=CC(=C1)O)F)C(=O)N